[N].BrC1=NC=C(C=C1)C 2-bromo-5-methylpyridine nitrogen